(9H-fluoren-9-yl)methyl((S)-3-methyl-1-(((S)-1-((4-((((4-nitrophenoxy)carbonyl)oxy)methyl)phenyl)amino)-1-oxopropan-2-yl)amino)-1-oxobutan-2-yl)carbamate C1=CC=CC=2C3=CC=CC=C3C(C12)OC(N([C@H](C(=O)N[C@H](C(=O)NC1=CC=C(C=C1)COC(=O)OC1=CC=C(C=C1)[N+](=O)[O-])C)C(C)C)C)=O